C(=C)N1C=CC=C1 1-Vinyl-1H-pyrrole